1-(2-hydroxy-4-fluorophenyl)-2-phenyl-1-ethanone OC1=C(C=CC(=C1)F)C(CC1=CC=CC=C1)=O